C#CCOC1=C(C=C(C(=C1)N2C(=O)N3CCCCC3=N2)Cl)Cl The molecule is a triazolopyridine that is 5,6,7,8-tetrahydro[1,2,4]triazolo[4,3-a]pyridin-3(2H)-one which is substituted at position 2 by a 2,4-dichloro-5-(prop-2-yn-1-yloxy)phenyl group. A protoporphyrinogen oxidase inhibitor, it is used as a herbicide to control weeds in fruit crops such as pineapple, citrus, melons, and grapes. Not approved for use within the European Union. It has a role as an EC 1.3.3.4 (protoporphyrinogen oxidase) inhibitor. It is a triazolopyridine, a terminal acetylenic compound and a dichlorobenzene.